2-iodo-4-methyl-1-naphthacenecarbonitrile IC1=C(C2=CC3=CC4=CC=CC=C4C=C3C=C2C(=C1)C)C#N